FC(C1=NC=C(C(=N1)C1=CC(=NC=C1C(=O)OC)C)OC)F methyl 4-(2-(difluoromethyl)-5-methoxypyrimidin-4-yl)-6-methylnicotinate